4-amino-N-(cyclopropylmethyl)-N-((6-ethoxy-3-pyridazinyl)methyl)-1,3-dihydrofuro[3,4-c][1,7]naphthyridine-8-carboxamide NC1=NC=2C=NC(=CC2C2=C1COC2)C(=O)N(CC=2N=NC(=CC2)OCC)CC2CC2